ClC1=C(C(=CC=C1)Cl)N1CN(C2=C(C1=O)C=NC1=C2C=C(N1)C=1C=NN(C1)C1CCN(CC1)C(=O)OC(C)(C)C)C tert-butyl 4-(4-(3-(2,6-dichlorophenyl)-1-methyl-4-oxo-2,3,4,7-tetrahydro-1H-pyrrolo[3',2':5,6]pyrido[4,3-d]pyrimidin-8-yl)-1H-pyrazol-1-yl)piperidine-1-carboxylate